C1(CC1)NC(C(C(C[C@H]1C(NCC1)=O)NC([C@H](CC(C)(C)C)NC(C[C@H](C)C1=CC(=CC=C1)OC(F)F)=O)=O)=O)=O (2S)-N-(4-(cyclopropylamino)-3,4-dioxo-1-((S)-2-oxopyrrolidin-3-yl)butan-2-yl)-2-((S)-3-(3-(difluoromethoxy)phenyl)butanamido)-4,4-dimethylpentanamide